2-(5-(((tertbutyldimethylsilyl)oxy)methyl)-3-(2-(5-fluoro-2-methoxyphenyl)-2-oxoethyl)-2,6-dioxo-3,6-dihydropyrimidin-1(2H)-yl)-N-isopropylpropanamide C(C)(C)(C)[Si](OCC1=CN(C(N(C1=O)C(C(=O)NC(C)C)C)=O)CC(=O)C1=C(C=CC(=C1)F)OC)(C)C